FC=1C(=NC(=NC1)N1CCN(CC1)C=O)C(=O)N1CC(C1)OC(F)(F)F (4-(5-fluoro-4-(3-(trifluoromethoxy)azetidin-1-carbonyl)pyrimidin-2-yl)piperazin-1-yl)methanone